FC1=CC=C(C=C1)N1C=C(C(C2=CC(=C(C=C12)N1CCNCC1)F)=O)CC(=O)OCC ethyl 1-p-fluorophenyl-6-fluoro-1,4-dihydro-4-oxo-7-(1-piperazinyl)-3-quinolineacetate